1H-1,2,3-triazol-4-yl(methyl)-2,2,6,6-tetramethyl-tetrahydro-[1,3]dioxino[5,4-d][1,3]dioxine-4,8-dicarboxamide N1N=NC(=C1)C12C(OC(OC1(C(=O)N)C)(C)C)C(OC(O2)(C)C)C(=O)N